BrC=1C=C2C=CC(NC2=NC1)=O 6-bromo-1,8-naphthyridine-2(1H)-one